ClC(C)C=1SC=2N=C(N=C(C2N1)N1CCOCC1)N1N=C(C=C1)C=1C=C(C=CC1)C 4-(2-(1-chloroethyl)-5-(3-(m-tolyl)-1H-pyrazol-1-yl)thiazolo[5,4-d]pyrimidin-7-yl)morpholine